5-((8-((R)-3-(4-amino-3-(4-phenoxyphenyl)-1H-pyrazolo[3,4-d]pyrimidin-1-yl)piperidine-1-yl)-8-oxooctyl)thio)-2-(2,6-dioxopiperidin-3-yl)-6-fluoroisoindoline-1,3-dione NC1=C2C(=NC=N1)N(N=C2C2=CC=C(C=C2)OC2=CC=CC=C2)[C@H]2CN(CCC2)C(CCCCCCCSC=2C=C1C(N(C(C1=CC2F)=O)C2C(NC(CC2)=O)=O)=O)=O